BrC1=CC=C(C(=N1)N1CCC2(CC2)CC1)N1N=NC(=C1)C1=NC(=NC(=C1)C)N1CCC(CC1)(F)F 6-(6-bromo-3-{4-[2-(4,4-difluoropiperidin-1-yl)-6-methylpyrimidin-4-yl]-1H-1,2,3-triazol-1-yl}pyridin-2-yl)-6-azaspiro[2.5]octane